FC1=C(CCC=2C=NC(=NC2)NC(=O)N2CCCC3=CC=C(N=C23)C(OC)OC)C(=C(C=C1OC)OC)F N-(5-(2,6-difluoro-3,5-dimethoxyphenethyl)pyrimidin-2-yl)-7-(dimethoxymethyl)-3,4-dihydro-1,8-naphthyridine-1(2H)-carboxamide